1-(4-((5-(3,5-dimethylisoxazol-4-yl)-2-methylphenyl)(2-((1-(2-(2,6-dioxopiperidin-3-yl)-6-fluoro-1-oxoisoindolin-5-yl)azetidin-3-yl)oxy)propyl)amino)phenyl)cyclopropane-1-nitrile CC1=NOC(=C1C=1C=CC(=C(C1)N(C1=CC=C(C=C1)C1(CC1)C#N)CC(C)OC1CN(C1)C=1C=C2CN(C(C2=CC1F)=O)C1C(NC(CC1)=O)=O)C)C